4-(2-(dimethylamino)ethoxy)pyridin-3-amine CN(CCOC1=C(C=NC=C1)N)C